[F-].F hydrofluoric acid, fluoride salt